9-methyl-2-(2-methylimidazo[1,2-b]pyridazin-6-yl)-7-[(3R)-3-methylpiperazin-1-yl]pyrido[1,2-a]pyrimidin-4-one CC1=CC(=CN2C1=NC(=CC2=O)C=2C=CC=1N(N2)C=C(N1)C)N1C[C@H](NCC1)C